N-(2-hydroxy-3-hexadecoxypropyl)-N-2-hydroxyethyl-hexadecanoic acid amide OC(CN(C(CCCCCCCCCCCCCCC)=O)CCO)COCCCCCCCCCCCCCCCC